O=C1OC(CC1C1CC2C(C3=CC=CC=C13)C(=O)OC2=O)=O 4-(2,5-bisoxo-tetrahydrofuran-3-yl)-1,2,3,4-tetrahydronaphthalene-1,2-dicarboxylic anhydride